ethyl 3-(1-{[6-chloro-5-(trifluoromethyl)(2-pyridyl)]amino}-4-methyl-2,5-dioxoazolin-3-yl)propanoate ClC1=C(C=CC(=N1)NN1C(C(=C(C1=O)C)CCC(=O)OCC)=O)C(F)(F)F